ClC1=NC=C(C(=C1)C(=O)NC=1C=C2CCC(NC2=CC1F)=O)CC 2-chloro-5-ethyl-N-(7-fluoro-2-oxo-3,4-dihydro-1H-quinolin-6-yl)pyridine-4-carboxamide